2-{3-[4-(dimethylsulfamoyl)phenyl]-4-(hydroxyamino)-1-methyl-5-oxo-4,5-dihydro-1H-pyrazol-4-yl}acetic acid CN(S(=O)(=O)C1=CC=C(C=C1)C1=NN(C(C1(NO)CC(=O)O)=O)C)C